C(C)(C)C1=C(C=CC=C1)[C@H]1N(CCN(C1)CC1=CC=C(C=2OCOC21)OC)C2CC1(C2)CCN(CC1)C1=CC=C(C(=O)N)C=C1 4-(2-((R)-2-(2-isopropylphenyl)-4-((7-methoxybenzo[d][1,3]dioxol-4-yl)methyl)piperazin-1-yl)-7-azaspiro[3.5]nonan-7-yl)benzamide